CC1CN(CCC1)CC1=C2C(=NC(=C1)C(=O)N)C=NN2 7-((3-methylpiperidin-1-yl)methyl)-1H-pyrazolo[4,3-b]pyridine-5-carboxamide